racemic-2-chloro-1-(3-fluoropyrrolidin-1-yl)ethan-1-one ClCC(=O)N1C[C@@H](CC1)F |r|